2,2',6,6'-tetrafluoro-[1,1'-biphenyl] FC1=C(C(=CC=C1)F)C1=C(C=CC=C1F)F